non-entetral C(C=CC(C(CCCC=O)=O)=O)=O